(2S,3R,4R,5S)-4-[[3-[2-(difluoromethoxy)-3,4-difluoro-phenyl]-4,5-dimethyl-5-(trifluoromethyl)tetrahydrofuran-2-carbonyl]amino]pyridine-2-carboxamide FC(OC1=C(C=CC(=C1F)F)[C@@H]1[C@H](O[C@@]([C@@H]1C)(C(F)(F)F)C)C(=O)NC1=CC(=NC=C1)C(=O)N)F